(S)-3-Fluoro-2-((R)-3-methylmorpholin-4-yl)-9-thiazol-2-ylmethyl-8-trifluoromethyl-6,7,8,9-tetrahydro-pyrimido[1,2-a]-pyrimidin-4-one FC1=C(N=C2N(C1=O)CC[C@H](N2CC=2SC=CN2)C(F)(F)F)N2[C@@H](COCC2)C